C1(CCC1)NC1=NC(C(=C2N1C=CC(=C2)C(F)(F)F)C2=C(C=CC=C2)F)=O (cyclobutylamino)-4-(2-fluorophenyl)-6-(trifluoromethyl)-3H-pyrido[1,2-c]pyrimidin-3-one